((1S,2R)-2-fluorocyclopropyl)(3-(6-(2-methoxypyridin-4-yl)pyrrolo[1,2-b]pyridazin-4-yl)-3,8-diazabicyclo[3.2.1]octan-8-yl)methanone F[C@H]1[C@@H](C1)C(=O)N1C2CN(CC1CC2)C=2C=1N(N=CC2)C=C(C1)C1=CC(=NC=C1)OC